lithium 2,5-dichlorophenoxide ClC1=C([O-])C=C(C=C1)Cl.[Li+]